7-(4-bromo-3-cyano-benzoyl)-3-oxo-2-(4-pyrazol-1-ylphenyl)-N-[(2-pyrimidin-2-ylphenyl)methyl]-6,8-dihydro-5H-imidazo[1,5-a]pyrazine-1-carboxamide BrC1=C(C=C(C(=O)N2CC=3N(CC2)C(N(C3C(=O)NCC3=C(C=CC=C3)C3=NC=CC=N3)C3=CC=C(C=C3)N3N=CC=C3)=O)C=C1)C#N